ClC=1N=NC(=CC1CC1=NC=C(C=C1)OC)Cl 3,6-dichloro-4-[(5-methoxypyridin-2-yl)methyl]pyridazine